Tert-butyl N-[(3R,6S)-6-formyltetrahydropyran-3-yl]carbamate C(=O)[C@@H]1CC[C@H](CO1)NC(OC(C)(C)C)=O